NC1=C(C(=O)NC23CCC(CC2)(CC3)O)C=C(C=N1)C=1C=C3C=NN(C3=CC1)[C@H]1CN(CC1)C1CCOCC1 (R)-2-amino-N-(4-hydroxy-bicyclo[2.2.2]oct-1-yl)-5-(1-(1-(tetrahydro-2H-pyran-4-yl)pyrrolidin-3-yl)-1H-indazol-5-yl)nicotinamide